6-Tert-butyl-2-(4,4-difluorocyclohexyl)-5-methyl-pyridine-3-carboxylic acid C(C)(C)(C)C1=C(C=C(C(=N1)C1CCC(CC1)(F)F)C(=O)O)C